4-Chloro-2-(1-(phenylamino)ethyl)phenol ClC1=CC(=C(C=C1)O)C(C)NC1=CC=CC=C1